4-(4-{3-[4-(3-{4-chloro-3-ethyl-1H-pyrrolo[2,3-b]pyridin-3-yl}phenyl)-3-oxopiperazin-1-yl]propyl}piperazin-1-yl)-2-(2,6-dioxopiperidin-3-yl)isoindole-1,3-dione ClC1=C2C(=NC=C1)NCC2(CC)C=2C=C(C=CC2)N2C(CN(CC2)CCCN2CCN(CC2)C2=C1C(N(C(C1=CC=C2)=O)C2C(NC(CC2)=O)=O)=O)=O